C1(CC1)C=1N=CC=2C3=C(C=C(C2C1)S(=O)(=O)NCC(C)(C)F)C(CC3)NC=3C=NC(=CC3)C=3OC(=NN3)C 3-cyclopropyl-N-(2-fluoro-2-methylpropyl)-7-[[6-(5-methyl-1,3,4-oxadiazol-2-yl)pyridin-3-yl]amino]-8,9-dihydro-7H-cyclopenta[H]isoquinoline-5-sulfonamide